2-(2-bromo-4-chlorophenyl)-1,3-oxazole BrC1=C(C=CC(=C1)Cl)C=1OC=CN1